ClC=1C=NC(=NC1)[C@H]([C@H](C)S(=O)(=O)NC1=NN=C(N1C=1C(=NC=NC1OC)OC)C1CC(C1)C(F)(F)F)OC (1R,2S)-1-(5-chloropyrimidin-2-yl)-N-(4-(4,6-dimethoxypyrimidin-5-yl)-5-((1r,3S)-3-(trifluoromethyl)cyclobutyl)-4H-1,2,4-triazol-3-yl)-1-methoxypropane-2-sulfonamide